N[C@H](C(C)(C)C)C(=O)O (D)-tert-leucine